4-amino-2,4-diamino-triazole NC1(NN(N=C1)N)N